C1(=CCCCC1)CO 1-cyclohexene-1-methanol